N-((5-(methylsulfonyl)-1,3,4-oxadiazol-2-yl)methyl)naphthalene-2-sulfonamide CS(=O)(=O)C1=NN=C(O1)CNS(=O)(=O)C1=CC2=CC=CC=C2C=C1